COC(C[C@@H]1CN(CCC1)C([C@@H](C)OC1=CC=C2C(=CC(OC2=C1)=O)C1=C(C=CC=C1)Cl)=O)=O 2-[(3R)-1-[(2R)-2-[4-(2-chlorophenyl)-2-oxo-chromen-7-yl]oxypropionyl]-3-piperidinyl]acetic acid methyl ester